F\C(\C(=O)OC)=C/C1=CC=C2C=NN(C2=C1OC)C1OCCCC1 Methyl (Z)-2-fluoro-3-(7-methoxy-1-(tetrahydro-2H-pyran-2-yl)-1H-indazol-6-yl)acrylate